ClC1=NC(=C2C(=CC=NC2=C1)CC)OC 7-chloro-4-ethyl-5-methoxy-1,6-naphthyridine